FC=1C=C2C(CN(C2=CC1F)C1=NC(=NC=C1C(=O)OC(C)C)NC1=C(C=C(C(=C1)[N+](=O)[O-])N(C)CCN(C)C)OC)(C)C isopropyl 4-(5,6-difluoro-3,3-dimethylindolin-1-yl)-2-((4-((2-(dimethylamino) ethyl)(methyl)amino)-2-methoxy-5-nitrophenyl)amino)pyrimidine-5-carboxylate